cholest-5-en-24-yl β-D-glucopyranosyl-(1→2)-[β-D-glucopyranosyl-(1→6)]-β-D-glucopyranoside [C@@H]1([C@H](O)[C@@H](O)[C@H](O)[C@H](O1)CO)O[C@H]1[C@H](OC(C(C)C)CC[C@@H](C)[C@H]2CC[C@H]3[C@@H]4CC=C5CCCC[C@]5(C)[C@H]4CC[C@]23C)O[C@@H]([C@H]([C@@H]1O)O)CO[C@H]1[C@H](O)[C@@H](O)[C@H](O)[C@H](O1)CO